p-chlorophenylalanine CC12CC(C3=C(O1)C=C(C=C3)O)C4=C(C2=O)C5=C(O4)C=C(C=C5OC(=O)C6=C(C=C(C=C6)O)O)C7=CC8=C(O7)C=C(C=C8)O